2-Chloro-3,5-bis(trifluoromethyl)pyridine ClC1=NC=C(C=C1C(F)(F)F)C(F)(F)F